2-[Methyl-(5-methyl-[1,3,4]oxadiazole-2-carbonyl)-amino]-5-oxo-5H-thieno[3,2-b]pyran-6-carboxylic acid CN(C1=CC=2OC(C(=CC2S1)C(=O)O)=O)C(=O)C=1OC(=NN1)C